C1(CC1)NC(=O)C=1C=NN2C1N=C(C=C2NC)NC=2C=C(C(=O)OC)C=CC2 methyl 3-((3-(cyclopropylcarbamoyl)-7-(methylamino)pyrazolo[1,5-a]pyrimidin-5-yl)amino)benzoate